3-(4-(((1r,4r)-4-aminocyclohexyl)(4,4-dimethylpentyl)amino)-1-oxoisoindolin-2-yl)piperidine-2,6-dione NC1CCC(CC1)N(C1=C2CN(C(C2=CC=C1)=O)C1C(NC(CC1)=O)=O)CCCC(C)(C)C